CN(S(=O)(=O)NC=1C(=C(C=CC1)CN1C(OC2=C([C@H]1C)C=CC(=C2F)OC=2N=NC=CC2)=O)F)C (R)-3-{[3-(dimethylaminosulfonylamino)-2-fluorophenyl]methyl}-8-fluoro-4-methyl-7-(3-pyridazinyloxy)-3,4-dihydro-2H-1,3-benzoxazin-2-one